C(C1=CC=CC=C1)OC[C@H](C(=O)O)NC(C(C)(C)NC(=O)OC(C)(C)C)=O (2R)-3-(benzyloxy)-2-{2-[(tert-butoxycarbonyl)amino]-2-methylpropionamido}propionic acid